ClC=1C(=NC(=NC1)NC1=CC=C(C=C1)S(=O)(=N)C1CC1)C1=CNC2=CC=CC=C12 5-Chloro-N-[4-(cyclopropyl-sulfonimidoyl)phenyl]-4-(1H-indol-3-yl)pyrimidin-2-amine